(R)-N-(1-aminopropan-2-yl)-4-((3-(1-(cyanomethyl)-3-(trifluoromethyl)-1H-pyrazol-4-yl)imidazo[1,2-a]pyrazin-8-yl)amino)-2-fluoro-6-methylbenzamide NC[C@@H](C)NC(C1=C(C=C(C=C1C)NC=1C=2N(C=CN1)C(=CN2)C=2C(=NN(C2)CC#N)C(F)(F)F)F)=O